2-(2,6-dioxopiperidin-3-yl)-4-((3-(piperazin-1-yl)azetidin-1-yl)methyl)isoindoline-1,3-dione O=C1NC(CCC1N1C(C2=CC=CC(=C2C1=O)CN1CC(C1)N1CCNCC1)=O)=O